O[C@@H]1C[C@H](CC1)NC=1N=CC2=C(N1)C(=NC(=C2)C#N)NC(C)C 2-(((1S,3S)-3-hydroxycyclopentyl)amino)-8-(isopropylamino)pyrido[3,4-d]pyrimidine-6-carbonitrile